chroman-6-carboxylic acid [2-(3-hydroxy-azetidin-1-yl)-benzooxazol-5-yl]-amide OC1CN(C1)C=1OC2=C(N1)C=C(C=C2)NC(=O)C=2C=C1CCCOC1=CC2